C(C)(C)N1CCN(CC1)C1=CC=C(C2=CC=CC=C12)C(=O)O 4-(4-isopropylpiperazin-1-yl)-1-naphthoic acid